CN(C)CC1=CC=C(C=C1)S(=O)(=O)NC(CC1=C(C=C(C=C1C(C)C)C1=C(C=CC=C1)OCC1=CC=CC=C1)C(C)C)=O N-[4-[(dimethylamino)methyl]phenyl]sulfonyl-2-[4-(2-phenylmethoxyphenyl)-2,6-di(propan-2-yl)phenyl]acetamide